CC1(N(CCNC1)C(=O)C1=[N+](C=CC(=C1)CO)[O-])C 2-(2,2-dimethylpiperazine-1-carbonyl)-4-(hydroxymethyl)pyridine 1-oxide